6-(4-Amino-4-(3-methoxyphenyl)piperidin-1-yl)-3-(2,3-dichlorophenyl)-1H-pyrazolo[3,4-d]pyrimidine-4-carbonitrile NC1(CCN(CC1)C1=NC(=C2C(=N1)NN=C2C2=C(C(=CC=C2)Cl)Cl)C#N)C2=CC(=CC=C2)OC